(2s,3aR,5r,6aS)-5-acetamido-N-(4-(5-cyano-2,2-dimethyl-2,3-dihydro-1H-pyrrolizin-7-yl)-5-fluoropyridin-2-yl)octahydropentalene-2-carboxamide C(C)(=O)NC1C[C@H]2CC(C[C@H]2C1)C(=O)NC1=NC=C(C(=C1)C=1C=C(N2CC(CC12)(C)C)C#N)F